C(C)OC(=O)C1=NC(=NO1)C1=C(C=C(C=C1)F)F 3-(2,4-difluoro-phenyl)-[1,2,4]oxadiazole-5-carboxylic acid ethyl ester